CN(C1=CC=2C(N=C1)=NN(C2)C=2C=C(C=CC2F)NC(=O)N2C[C@@H](CC2)F)C (3R)-N-{3-[5-(dimethylamino)-2H-pyrazolo[3,4-b]pyridin-2-yl]-4-fluorophenyl}-3-fluoropyrrolidine-1-carboxamide